NC(C(=O)OC)CC1=CNC2=CC=CC=C12 methyl 2-amino-3-(1H-indol-3-yl)propanoate